3-(tert-butyldimethylsilyloxy)benzyl isothiocyanate [Si](C)(C)(C(C)(C)C)OC=1C=C(CN=C=S)C=CC1